Cl.CC1CC2=C(NC3=CC=CC=C23)CN1 3-methyl-2,3,4,9-tetrahydro-1H-pyrido[3,4-b]Indole hydrochloride